8,9-Difluoro-N-((1s,4s)-4-(2,2,2-trifluoroethoxy)cyclohexyl)-5,6-dihydrobenzo[f]imidazo[1,5-d][1,4]oxazepine-10-carboxamide FC1=C(C(=CC=2C=3N(CCOC21)C=NC3)C(=O)NC3CCC(CC3)OCC(F)(F)F)F